5-bromo-N-methoxy-N,4-dimethylpyridine-2-carboxamide BrC=1C(=CC(=NC1)C(=O)N(C)OC)C